(2S,4S)-tert-butyl 2-(methoxy(methyl)carbamoyl)-4-(methoxymethyl)pyrrolidine-1-carboxylate CON(C(=O)[C@H]1N(C[C@H](C1)COC)C(=O)OC(C)(C)C)C